2,2',2'',2'''-((2R,5R,8R,11R)-1,4,7,10-tetraazacyclododecane-2,5,8,11-tetrayl)tetraacetic acid N1[C@@H](CN[C@@H](CN[C@@H](CN[C@@H](C1)CC(=O)O)CC(=O)O)CC(=O)O)CC(=O)O